ethyl-3,3-di-tert-pentylbutyrate C(C)OC(CC(C)(C(C)(C)CC)C(C)(C)CC)=O